2-(3-(3-Isopropyl-2-(8-methyl-[1,2,4]triazolo[1,5-a]pyridin-6-yl)-1H-indol-5-yl)azetidin-1-yl)-N-methylacetamid C(C)(C)C1=C(NC2=CC=C(C=C12)C1CN(C1)CC(=O)NC)C=1C=C(C=2N(C1)N=CN2)C